OCCCN1N=NC(=C1)CNC(OC(C)(C)C)=O TERT-BUTYL ((1-(3-HYDROXYPROPYL)-1H-1,2,3-TRIAZOL-4-YL)METHYL)CARBAMATE